2-(4-fluorophenyl)-N-[4-methyl-3-[[3-(9H-purin-6-yl)-2-pyridyl]amino]phenyl]furan-3-carboxamide FC1=CC=C(C=C1)C=1OC=CC1C(=O)NC1=CC(=C(C=C1)C)NC1=NC=CC=C1C1=C2N=CNC2=NC=N1